2-acetoxy-2-(6-phenylimidazo[1,5-a]pyridin-5-yl)acetic acid C(C)(=O)OC(C(=O)O)C1=C(C=CC=2N1C=NC2)C2=CC=CC=C2